BrC1=CC=C2C(=CC=NC2=C1)OC=1C(=NNC1)C1=CC=CC=C1 7-bromo-4-((3-phenyl-1H-pyrazol-4-yl)oxy)quinoline